(±)-sodium L-ascorbate O=C1C(O)=C([O-])[C@H](O1)[C@@H](O)CO.[Na+]